C(C(C)C)N1CCC(CC1)NC(=O)N1CCN(C2=CC=CC=C12)C1=NC=CN=C1 N-(1-isobutylpiperidin-4-yl)-4-(pyrazin-2-yl)-3,4-dihydroquinoxaline-1(2H)-carboxamide